Methyl 3-chloro-6-(3-chloro-6-(difluoromethyl)-2-fluorophenyl)pyrazine-2-carboxylate ClC=1C(=NC(=CN1)C1=C(C(=CC=C1C(F)F)Cl)F)C(=O)OC